C(C)N(C1=CC=C(C=C1)CNC(=O)C1=NNC2=NC=C(C=C21)C2=CC=C(C=C2)S(=O)(=O)C(C)C)CC N-{[4-(diethylamino)phenyl]methyl}-5-[4-(propane-2-sulfonyl)phenyl]-1H-pyrazolo[3,4-b]pyridine-3-carboxamide